[Si](C1=CC=CC=C1)(C1=CC=CC=C1)(C(C)(C)C)OCC1=NN(C(N1CC)=O)C=1C=C2C=CNC(C2=CC1)=O 6-(3-(((tert-butyldiphenylsilyl)oxy)methyl)-4-ethyl-5-oxo-4,5-dihydro-1H-1,2,4-triazol-1-yl)isoquinolin-1(2H)-one